C(C)NC1=C(C=CC=C1)N1CC2=CC=C(C=C2CC1)OC n-ethyl-2-(6-methoxy-3,4-dihydroisoquinolin-2(1H)-yl)aniline